8-(2-Diethylamino-ethoxy)-6,6-dimethyl-3-trifluoromethyl-5,6-dihydro-benzo[b]carbazol-11-one C(C)N(CCOC=1C=CC2=C(C(C=3NC4=CC(=CC=C4C3C2=O)C(F)(F)F)(C)C)C1)CC